6-[[(2r,3s,4s,5r)-3-(3,4-difluoro-2-methoxy-phenyl)-4,5-dimethyl-5-(trifluoromethyl)tetrahydrofuran-2-carbonyl]amino]pyridine-2-carboxamide FC=1C(=C(C=CC1F)[C@H]1[C@@H](O[C@]([C@H]1C)(C(F)(F)F)C)C(=O)NC1=CC=CC(=N1)C(=O)N)OC